5-(imidazo[1,2-b]pyridazin-6-yl)-N-((6-(4-methylpiperazin-1-yl)pyridin-3-yl)methyl)-7H-pyrrolo[2,3-d]pyrimidin-2-amine N=1C=CN2N=C(C=CC21)C2=CNC=1N=C(N=CC12)NCC=1C=NC(=CC1)N1CCN(CC1)C